6'-chloro-1',2',4,5-tetrahydro-2H-spiro[furan-3,3'-pyrrolo[2,3-b]pyridine] ClC1=CC=C2C(=N1)NCC21COCC1